(R)-3-(2-hydroxy-3-(1-oxo-2,8-diazaspiro[4.5]decane-8-carbonyl)phenylamino)-4-(1-(5-methylfuran-2-yl)propylamino)cyclobut-3-ene-1,2-dione OC1=C(C=CC=C1C(=O)N1CCC2(CCNC2=O)CC1)NC=1C(C(C1N[C@H](CC)C=1OC(=CC1)C)=O)=O